C1(CCC1)CN(C(OC(C)(C)C)=O)[C@H]1CN(CCC1)C=1C=NC(=CC1)C1(COC1)C(NC1=NC(=CN=C1)C1CCCC1)=O tert-butyl (R)-(cyclobutylmethyl)(1-(6-(3-((6-cyclopentylpyrazin-2-yl)carbamoyl)oxetan-3-yl)pyridin-3-yl)piperidin-3-yl)carbamate